(2S)-N-chloroacetyl-2-cyano-pyrrolidine ClCC(=O)N1[C@@H](CCC1)C#N